5-(1-{[1-(difluoromethyl)cyclopropyl]methyl}-1H-pyrazol-4-yl)-6-(3-methoxycinnolin-7-yl)pyridine-2-carbonitrile FC(C1(CC1)CN1N=CC(=C1)C=1C=CC(=NC1C1=CC=C2C=C(N=NC2=C1)OC)C#N)F